4-[2-isopropoxyethyl-[4-(5,6,7,8-tetrahydro-1,8-naphthyridin-2-yl)butyl]amino]-2-[[3-(trifluoromethyl)pyrazine-2-carbonyl]amino]butanoic acid C(C)(C)OCCN(CCC(C(=O)O)NC(=O)C1=NC=CN=C1C(F)(F)F)CCCCC1=NC=2NCCCC2C=C1